tetraallyl orthosilicate [Si](OCC=C)(OCC=C)(OCC=C)OCC=C